(S)-1-(3-(5-((3-fluorophenyl)ethynyl)pyridin-2-yl)-1,2,4-oxadiazol-5-yl)-N,N-dimethylethanamine FC=1C=C(C=CC1)C#CC=1C=CC(=NC1)C1=NOC(=N1)[C@H](C)N(C)C